((6-aminopyrimidin-4-yl)amino)-1'-methylspiro[cyclohexane-1,5'-pyrrolo[3,4-b]pyridine]-4',7'(1'H,6'H)-dione NC1=CC(=NC=N1)NC1=CC(C2=C(N1C)C(NC21CCCCC1)=O)=O